methyl 3-(3-(5-((3-(2,6-dichlorophenyl)-5-phenylisoxazol-4-yl) methoxy) pyrazin-2-yl)-3-hydroxycyclobutyl)-5-methylbenzoate ClC1=C(C(=CC=C1)Cl)C1=NOC(=C1COC=1N=CC(=NC1)C1(CC(C1)C=1C=C(C(=O)OC)C=C(C1)C)O)C1=CC=CC=C1